NC1=C(C2=NC(=CC=C2N1C1=C(C=CC(=C1)O)C)C1=CCCN(C1)C(=O)OC(C)(C)C)C(N)=O tert-butyl 5-[2-amino-3-carbamoyl-1-(5-hydroxy-2-methyl-phenyl)pyrrolo[3,2-b]pyridin-5-yl]-3,6-dihydro-2H-pyridine-1-carboxylate